C[C@H]1[C@H](CNCC1)NC1=C2C(=NC=C1C(=O)OC)NC=C2 methyl 4-(((3R,4R)-4-methylpiperidin-3-yl) amino)-1H-pyrrolo[2,3-b]pyridine-5-carboxylate